5-isobutyl-6-(2-(2-methyl-6-(trifluoromethyl)pyrimidin-4-yl)-2,6-diazaspiro[3.4]octan-6-yl)-1,5-dihydro-4H-pyrazolo[3,4-d]pyrimidin-4-one C(C(C)C)N1C(=NC2=C(C1=O)C=NN2)N2CC1(CN(C1)C1=NC(=NC(=C1)C(F)(F)F)C)CC2